C(C1=CC=CC=C1)(=O)ON=C(C(=O)C1=CC=C(C=C1)SC1=CC=CC=C1)CCCCCC 1-[4-(phenylsulfanyl)phenyl]-octane-1,2-dione-2-(O-benzoyl oxime)